3-(5-(4-((trans-4-((5-(trifluoromethyl)pyridin-2-yl)amino)cyclohexyl)sulfonyl)phenyl)pyridazin-3-yl)oxetan-3-ol FC(C=1C=CC(=NC1)N[C@@H]1CC[C@H](CC1)S(=O)(=O)C1=CC=C(C=C1)C=1C=C(N=NC1)C1(COC1)O)(F)F